ClC=1C(=C(NC2=NC=NC3=CC=C(C=C23)C2CN(CCC2)C(C=C)=O)C=CC1OCC1COC1)F 1-[3-[4-[3-chloro-2-fluoro-4-(oxetan-3-ylmethoxy)anilino]quinazolin-6-yl]-1-piperidyl]prop-2-en-1-one